FC=1C=CC(=NC1)OCC1N(C2CC(C1)C2)C(C2=C(C=CC(=C2)C)C2=NC=CC=N2)=O 3-{[(5-fluoropyridin-2-yl)oxy]methyl}-2-[5-methyl-2-(pyrimidin-2-yl)benzoyl]-2-azabicyclo[3.1.1]heptane